ClC=1C=C(C=C(C1)Cl)C1(CC(=NO1)C=1C=CC(=C(C(=O)O)C1)N1N=CN=C1)C(F)(F)F 5-(5-(3,5-dichlorophenyl)-5-(trifluoromethyl)-4,5-dihydroisoxazol-3-yl)-2-(1H-1,2,4-triazol-1-yl)benzoic acid